CC1(CCC(C=2C=C3C=4C=C5C(=CC4C(C3=CC21)[Li])C(CCC5(C)C)(C)C)(C)C)C 1,2,3,4,7,8,9,10-octahydro-1,1,4,4,7,7,10,10-octamethyl-12H-dibenzo[b,H]fluoren-12-yl-lithium